tetramethyl-tetranaphthyl-cyclotrisiloxane CC1=C2C(=C(C(=C(C2=CC=C1)[Si]1(O[SiH2]O[Si](O1)(C1=CC=CC2=CC=CC=C12)C1=CC=CC2=CC=CC=C12)C1=CC=CC2=CC=CC=C12)C)C)C